NC=1N=NC(=CC1C=1N=CN(C1)C1CCN(CC1)C(=O)OC(C)(C)C)C1=C(C=CC=C1)OCC1=CC=CC=C1 tert-butyl 4-(4-(3-amino-6-(2-(benzyloxy)phenyl)pyridazin-4-yl)-1H-imidazol-1-yl)piperidine-1-carboxylate